phenanthren-3-yl-6,7-dihydrothieno[3,2-c]pyridine-5(4H)-carboxylate C1=CC(=CC=2C3=CC=CC=C3C=CC12)OC(=O)N1CC2=C(CC1)SC=C2